acrylamido-2-methylpropyl-phosphonic acid C(C=C)(=O)NC(C(C)C)P(O)(O)=O